OC(C)CC(CCC)OCC(=O)C1=CC=CC=C1 2-hydroxy-4-heptyloxy-acetophenone